NC=1C(=NC(=CN1)C=1C=NN(C1)C1CCC1)C=1C=CC(N(N1)C1=CC(=CC(=C1)OC)OC)=O 6-(3-Amino-6-(1-cyclobutyl-1H-pyrazol-4-yl)pyrazin-2-yl)-2-(3,5-dimethoxyphenyl)pyridazin-3(2H)-on